Hept-2-yl-1,8-naphthyridine-3-carboxamide CC(CCCCC)C1=NC2=NC=CC=C2C=C1C(=O)N